C1(CC1)C=1C=NN2C1N=C(C=C2N(C(OC(C)(C)C)=O)CC2=CC=C(C=C2)C2=NC=CC=C2)N2CC1(C2)CNC1 tert-butyl (3-cyclopropyl-5-(2,6-diazaspiro[3.3]heptan-2-yl)pyrazolo[1,5-a]pyrimidin-7-yl)(4-(pyridin-2-yl)benzyl)carbamate